BrC=1C(=C(C=CC1F)CS(=O)(=O)Cl)F (3-bromo-2,4-difluorophenyl)methanesulfonyl chloride